2-(3-chlorophenyl)-5-methyl-3-phenyl-6-(quinolin-6-yl)pyrazolo[1,5-a]pyrimidin-7(4H)-one ClC=1C=C(C=CC1)C1=NN2C(NC(=C(C2=O)C=2C=C3C=CC=NC3=CC2)C)=C1C1=CC=CC=C1